di-n-propyl-(2-ethylhexyl)-amine C(CC)N(CC(CCCC)CC)CCC